(2-aminophenyl)bis(methyl-d3)phosphine oxide NC1=C(C=CC=C1)P(C([2H])([2H])[2H])(C([2H])([2H])[2H])=O